(3-fluorobenzyl)acetamide FC=1C=C(CCC(=O)N)C=CC1